3-[2-(4-amino-1,2,5-oxadiazol-3-yl)-7-(3-aminopropoxy)-1-ethylimidazo[4,5-c]pyridin-4-yl]prop-2-yn-1-ol NC=1C(=NON1)C=1N(C2=C(C(=NC=C2OCCCN)C#CCO)N1)CC